O7-[2,2-bis(hydroxymethyl)-3-(7-octoxy-7-oxo-heptanoyl)oxy-propyl] O1-octyl heptanedioate C(CCCCCC(=O)OCC(COC(CCCCCC(=O)OCCCCCCCC)=O)(CO)CO)(=O)OCCCCCCCC